FC(CN1N=C(C=C1)C(=O)O)F 1-(2,2-difluoroethyl)pyrazole-3-carboxylic acid